[adamantanyl-methoxycarbonyl]-difluoromethanesulfonate C12(CC3CC(CC(C1)C3)C2)COC(=O)C(S(=O)(=O)[O-])(F)F